cyanamide, monosodium salt [Na+].N#C[NH-]